8-(isopentenyl)-(2H-chromen-2-one) C(CC(=C)C)C=1C=CC=C2C=CC(OC12)=O